tert-butyl (2R,4S)-4-fluoro-2-((3-(2-((3-methoxy-1-methyl-1H-pyrazol-4-yl)amino) Pyrimidine-4-yl)-1H-indol-7-yl)carbamoyl)-[1,3'-bipyrrolidine]-1'-carboxylate F[C@H]1C[C@@H](N(C1)C1CN(CC1)C(=O)OC(C)(C)C)C(NC=1C=CC=C2C(=CNC12)C1=NC(=NC=C1)NC=1C(=NN(C1)C)OC)=O